C(C)(C)(C)OC(=O)N[C@H]1CN(CCC1)C(C(=O)OCC)(C)C ethyl 2-[(3R)-3-(tert-butoxycarbonylamino)-1-piperidinyl]-2-methyl-propionate